1-(3,4-bis(pentyloxy)phenyl)-2,2-dimethylpropane-1-ol C(CCCC)OC=1C=C(C=CC1OCCCCC)C(C(C)(C)C)O